(8aR,12aR)-8,8,11-trimethyl-2-(2-oxopropyl)-5-pentyl-2-phenyl-8a,9,10,12a-tetrahydro-4H,8H-benzo[c][1,3]dioxino[4,5-f]chromen-4-one CC1(OC2=CC(=C3C(=C2[C@H]2[C@H]1CCC(=C2)C)OC(OC3=O)(C3=CC=CC=C3)CC(C)=O)CCCCC)C